(2S,3S)-2-(5-bromo-2-methyl-3-pyridyl)tetrahydrofuran-3-carboxylic acid BrC=1C=C(C(=NC1)C)[C@H]1OCC[C@@H]1C(=O)O